O/N=C(\C)/N (E)-N'-hydroxyacetamidine